N2-[(3R)-1-(6-methylpyridazin-3-yl)pyrrolidin-3-yl]1,3,4-thiadiazole-2,5-diamine CC1=CC=C(N=N1)N1C[C@@H](CC1)NC=1SC(=NN1)N